CC1=C(C=C(C#N)C=C1)[C@H]1C[C@@H]2[C@H](N(OC2(C)C)C)[C@H](C1)C |r| rac-4-methyl-3-((3aR,5R,7S,7aR)-1,3,3,7-tetramethyloctahydrobenzo[c]isoxazol-5-yl)benzonitrile